C(C)(C)(C)C=1C=CC2=C(C(NS2(=O)=O)C2=CC=C(C=C2)OC)C1 5-(tert-butyl)-3-(4-methoxyphenyl)-2,3-dihydrobenzo[d]isothiazole 1,1-dioxide